CN(C(OC(C)(C)C)=O)CCN1CCN(CC1)C1=CC=C(C=C1)OCCOC([2H])([2H])[2H] tert-butyl methyl{2-[4-(4-{2-[(2H3)methyloxy]ethoxy}phenyl)piperazin-1-yl]ethyl}carbamate